C(C)C1=CC=C(C=C1)S(=O)(=O)C=1C=NC2=CC=C(C=C2C1N1N=CN=C1)C(=O)OCC ethyl 3-((4-ethylphenyl)sulfonyl)-4-(1H-1,2,4-triazol-1-yl)quinoline-6-carboxylate